C(C)N1N=C(C(=C1)C1=C(C=CC=C1)[C@H]1C2=C(CN(C1)C(C(=C)C1=CC=CC=C1)=O)SC(=C2)C#N)C(F)(F)F (S)-4-(2-(1-Ethyl-3-(trifluoromethyl)-1H-pyrazol-4-yl)phenyl)-6-(2-phenylacryloyl)-4,5,6,7-tetrahydrothieno[2,3-c]pyridine-2-carbonitrile